O1CCC(CC1)N1N=CC=C1 2-(oxan-4-yl)pyrazol